2-((4-(2-(3-(4-amino-1-(tert-butyl)-1H-pyrazolo[3,4-d]pyrimidin-3-yl)-5-cyclopropylisoxazol-4-yl)pyrimidin-5-yl)piperazine-1-carbonyl)oxy)acetic acid NC1=C2C(=NC=N1)N(N=C2C2=NOC(=C2C2=NC=C(C=N2)N2CCN(CC2)C(=O)OCC(=O)O)C2CC2)C(C)(C)C